3-(2-bromo-3-phenylanilino)isothiazolo[4,5-b]pyrazin BrC1=C(NC2=NSC=3C2=NC=CN3)C=CC=C1C1=CC=CC=C1